N1N=C(C=C1)CC=1SC2=C(N(C=3C(N(N=CC32)CC=3C=NC=CC3)=O)C)N1 2-((1H-pyrazol-3-yl)methyl)-4-methyl-6-(pyridin-3-ylmethyl)-4H-thiazolo[5',4':4,5]pyrrolo[2,3-d]pyridazin-5(6H)-one